C1(=CC=CC=C1)CCCC=1C(O\C(\C1)=C/[Si](C(C)C)(C(C)C)C(C)C)=O (Z)-3-(3-phenylpropyl)-5-((triisopropylsilyl)methylene)furan-2(5H)-one